CN1C(OC(C1=O)C1=CC=CC=C1)=O 3-methyl-5-phenyl-1,3-oxazolane-2,4-dione